BrC=1C(=NC=C(C1[C@@H](CCC=C)N[S@@](=O)C(C)(C)C)Cl)F (S)-N-((R)-1-(3-bromo-5-chloro-2-fluoropyridin-4-yl)pent-4-en-1-yl)-2-methylpropan-2-sulfinamide